CC(CCC(COC)(COC)C(C)C)C 2-(3-methylbutyl)-2-isopropyl-1,3-dimethoxy-propane